CN(C(CCCCCCCC\C=C/CCCCCC(=O)OCC)CCCCCCC)C ethyl (7Z)-17-(dimethylamino)tetracos-7-enoate